CC1=NNC2=CN=C(C=C21)N2C[C@@H](OCC2)C2=CC=CC=C2 (S)-4-(3-Methyl-1H-pyrazolo[3,4-c]pyridin-5-yl)-2-phenylmorpholine